(S)-quinuclidin-3-yl (6-(4-butylphenyl)-1,2,3,4-tetrahydronaphthalen-1-yl)carbamate C(CCC)C1=CC=C(C=C1)C=1C=C2CCCC(C2=CC1)NC(O[C@@H]1CN2CCC1CC2)=O